2-methyl-2-isopentyl-1,3-dimethoxypropane CC(COC)(COC)CCC(C)C